O=C1N(C(CC1)=O)OC(CC1=CC=C(C=C1)CCCCCCCCCCC(=O)OC(C)(C)C)=O tert-butyl 11-(4-(2-((2,5-dioxopyrrolidin-1-yl)oxy)-2-oxoethyl)phenyl)undecanoate